C(=O)(N1N=CN=C1)N1N=CN=C1 1,1'-Carbonyl-bis-1,2,4-triazol